ClC=1C(=CC(=C(C(=O)NC2=CC(=NC=C2)[S@@](=O)(=N)C)C1)OC=1C(=NC(=CC1)F)C([2H])([2H])[2H])C(F)(F)F (R)-5-chloro-2-((6-fluoro-2-(methyl-d3)pyridin-3-yl)oxy)-N-(2-(S-methylsulfonimidoyl)pyridin-4-yl)-4-(trifluoromethyl)benzamide